C(C)(C)OC([C@@H](NP(=O)(N[C@@H](CC1=CC=CC=C1)C(=O)OC(C)C)OC1=C(C(=C(C(=C1F)F)F)F)F)CC1=CC=CC=C1)=O N-[(pentafluorophenoxy)(((S)-1-(isopropoxycarbonyl)-2-phenylethyl)amino)phosphoryl]-L-phenylalanine isopropyl ester